S1[C-]=CC=C1 thiolide